1-{3-[1-(4-fluorophenyl)piperidin-4-yl]prop-2-enoyl}-5,6-dihydropyridin-2(1H)-one FC1=CC=C(C=C1)N1CCC(CC1)C=CC(=O)N1C(C=CCC1)=O